Ethyl 7-(2-{[(tert-butoxy)carbonyl]amino}ethyl)-8-oxo-1,2,3,4,7,8-hexahydro-2,7-naphthyridine-2-carboxylate C(C)(C)(C)OC(=O)NCCN1C=CC=2CCN(CC2C1=O)C(=O)OCC